Ethyl 1-(3-aminophenyl)-6-oxo-pyridine-3-carboxylate NC=1C=C(C=CC1)N1C=C(C=CC1=O)C(=O)OCC